2-[(2E)-2-(aminomethyl)-3-fluoroprop-2-en-1-yl]-4-{[5-(pyridin-3-ylethynyl)thiophen-2-yl]methyl}-2,4-dihydro-3H-1,2,4-triazol-3-one hydrochloride Cl.NC/C(/CN1N=CN(C1=O)CC=1SC(=CC1)C#CC=1C=NC=CC1)=C\F